Diethyl (2,2,2-trifluoro-1-(5-(4-(4-(4,4,5,5-tetramethyl-1,3,2-dioxaborolan-2-yl) phenyl) piperazin-1-yl) pyridin-2-yl) ethyl) phosphate P(=O)(OCC)(OCC)OC(C(F)(F)F)C1=NC=C(C=C1)N1CCN(CC1)C1=CC=C(C=C1)B1OC(C(O1)(C)C)(C)C